ClC1=CC2=C(N=CNC2=O)N1C1=CC=C(C=C1)C1C2CCC(CN1C(=O)[O-])O2 2-(4-(6-chloro-4-oxo-3,4-dihydro-7H-pyrrolo[2,3-d]pyrimidin-7-yl)phenyl)-8-oxa-3-azabicyclo[3.2.1]octane-3-carboxylate